C1(=CC=CC=C1)C=1N=C2N(N=CC=C2)C1C(=O)O 2-phenylimidazo[1,2-b]pyridazine-3-carboxylic acid